1,4-diglycidyloxynaphthalene C(C1CO1)OC1=CC=C(C2=CC=CC=C12)OCC1CO1